[Cu]I.OC(C)(C)C=1N=CC(=NC1)N1C(O[C@]2(C1)C[C@@](C(CC2)=O)(C)CN2C=NC1=C2C=C(C=C1)C#N)=O (((5S,7S)-3-(5-(2-Hydroxypropan-2-yl)pyrazin-2-yl)-7-methyl-2,8-dioxo-1-oxa-3-azaspiro[4.5]decan-7-yl)methyl)-1H-benzo[d]imidazole-6-carbonitrile Copper(I) iodide